O1CCN(CC1)S(=O)(=O)C=1C=C(N)C=CC1 3-(morpholinosulfonyl)aniline